4-[[(2S)-1,4-dioxan-2-yl]methoxy]-9-(3-fluoroazetidin-1-yl)-1-methyl-6,7-dihydrobenzo[a]quinolizin-2-one O1[C@@H](COCC1)COC=1N2CCC3=C(C2=C(C(C1)=O)C)C=CC(=C3)N3CC(C3)F